OCCCC=1N=CC(NC1)=O 5-(3-hydroxypropyl)pyrazin-2(1H)-one